[N+](=O)([O-])C=1C=C(C=CC1)C=1C=CC=2NC3=CC=C(C=C3SC2C1)C1=CC(=CC=C1)[N+](=O)[O-] 3,7-bis(3-nitrophenyl)-10H-phenothiazine